FC=1C=C2C=C(C(NC2=CC1)=O)C=1N=NN(C1)C1=CC=C(C=C1)C(=O)N1[C@@H]2[C@H](CC1)CN(C2)C 6-fluoro-3-{1-[4-((3aR,6aR)-5-methyl-hexahydro-pyrrolo[3,4-b]pyrrole-1-carbonyl)-phenyl]-1H-[1,2,3]triazol-4-yl}-1H-quinolin-2-one